tert-butyl 4-{5-[(5-cyano-4-(4-fluorophenyl)thiazol-2-yl)(methyl)amino]-6-ethylimidazo[2,1-b][1,3,4]thiadiazol-2-yl}piperazine-1-carboxylate C(#N)C1=C(N=C(S1)N(C1=C(N=C2SC(=NN21)N2CCN(CC2)C(=O)OC(C)(C)C)CC)C)C2=CC=C(C=C2)F